N=1C=C(N2C1C=CC=C2)C(=O)N2[C@@H](C1=C(CC2)C(=CS1)C(=O)NC1=CC(=CC=C1)C(F)(F)F)C (R)-6-(imidazo[1,2-a]pyridine-3-carbonyl)-7-methyl-N-(3-(trifluoromethyl)-phenyl)-4,5,6,7-tetrahydro-thieno[2,3-c]pyridine-3-carboxamide